[2H]C(=C(C([2H])([2H])[2H])[2H])[2H] perdeuteropropene